(5-cyclopropyl-3-(6-methyl-3-pyridinyl)isoOxazol-4-yl)methanol C1(CC1)C1=C(C(=NO1)C=1C=NC(=CC1)C)CO